N-(1-cyclobutyl-5-(2-hydroxypropan-2-yl)-6-(trifluoromethyl)-1H-benzo[d]imidazol-2-yl)-3,3-dimethylbutanamide C1(CCC1)N1C(=NC2=C1C=C(C(=C2)C(C)(C)O)C(F)(F)F)NC(CC(C)(C)C)=O